[[(2R,3S,4R,SR)-5-(2,4-dioxopyrimidin-1-yl)-3,4-dihydroxyoxolan-2-yl]methoxy-hydroxyphosphoryl] [(2R,3R,4S,5R,6R)-3,4,5-trihydroxy-6-(hydroxymethyl)oxan-2-yl] hydrogen phosphate P(=O)(OP(=O)(O)OC[C@H]1O[C@@H]([C@@H]([C@@H]1O)O)N1C(NC(C=C1)=O)=O)(O[C@H]1O[C@@H]([C@@H]([C@@H]([C@H]1O)O)O)CO)O |&1:10|